iridium (III) diphosphine P.P.[Ir+3]